5-(4-fluorobenzyl)-2-methyl-2,4-dihydro-3H-1,2,4-triazol-3-one FC1=CC=C(CC=2NC(N(N2)C)=O)C=C1